C1(=C(C=CC=C1)C=1C(=NN(N1)COCC[Si](C)(C)C)C(=O)OC)C methyl 5-(o-tolyl)-2-((2-(trimethylsilyl) ethoxy) methyl)-2H-1,2,3-triazole-4-carboxylate